8-chloro-benzo[c]chromen-6-one ClC=1C=CC2=C(C(OC3=CC=CC=C23)=O)C1